1-(dimethyl-aminopropyl)-3-ethylcarbodiimide hydrochloride Cl.CC(CCN=C=NCC)(N)C